FC1COCCC1N1CCN(CC1)C1=CC=C2C(=N1)C(=CN2)NC(NC2=CC=C(C=C2)C(F)(F)F)=O 3-{5-[4-(3-fluorooxan-4-yl)piperazin-1-yl]-1H-pyrrolo[3,2-b]pyridin-3-yl}-1-[4-(trifluoromethyl)phenyl]urea